C(CCCCC)CCCCCCCCCC Hexyldecan